[Sn](O)(O)(O)O tin (IV) hydroxide